OC1=C2C3=C(C(OC2=CC(=C1C(=O)N(C)CCOC)CCCCC)(C)C)C=CC(=C3)C 1-hydroxy-N-(2-methoxyethyl)-N,6,6,9-tetramethyl-3-pentyl-6H-benzo[c]chromene-2-carboxamide